NC1=C2N(C(N(C2=NC=N1)[C@@H]1C(CN(CC1)C1CCN(CC1)C(=O)OC(C)(C)C)(F)F)=O)C1=CC=C(C=C1)OC1=CC=CC=C1 tert-butyl (4S)-4-[6-amino-8-oxo-7-(4-phenoxyphenyl) purin-9-yl]-3,3-difluoro-[1,4'-bipiperidine]-1'-carboxylate